C1(=C(C=CC=C1)C1CCN(CC1)C(=O)C1CCC12NC(OC2)=O)C 4-(o-Tolyl)piperidine-1-carbonyl-7-oxa-5-azaspiro[3.4]octan-6-one